7-methylthieno[3,2-d]-pyrimidine-2,4(1H,3H)-dione CC1=CSC2=C1NC(NC2=O)=O